C1(CCCCC1)CNC(=O)N1[C@H]([C@H](CCC1)C1=NNC=C1)CO[C@@H]1CC[C@@H](CC1)C(C)C (CIS)-N-(cyclohexylmethyl)-2-((((CIS)-4-isopropylcyclohexyl)oxy)methyl)-3-(1H-pyrazol-3-yl)piperidine-1-carboxamide